Methanesulfonic acid 3-[2-chloro-6-methyl-4-(4-methyl-6-oxo-4,5-dihydro-1H-pyridazin-3-yl) phenoxy]-2,2-Difluoropropyl ester ClC1=C(OCC(COS(=O)(=O)C)(F)F)C(=CC(=C1)C1=NNC(CC1C)=O)C